5-(1-isopropyl-2-methyl-1H-imidazo[4,5-b]pyridin-6-yl)-N-(oxetan-3-ylmethyl)pyrrolo[2,1-f][1,2,4]triazin-2-amine C(C)(C)N1C(=NC2=NC=C(C=C21)C=2C=CN1N=C(N=CC12)NCC1COC1)C